5-[2-(4-quinolinyl)benzimidazol-1-yl]-1,3-dihydrobenzimidazol-2-one N1=CC=C(C2=CC=CC=C12)C1=NC2=C(N1C1=CC3=C(NC(N3)=O)C=C1)C=CC=C2